(R)-3-(3-Bromophenyl)-3-hydroxy-1-(2,2,2-trifluoroethyl)pyrrolidin-2-one BrC=1C=C(C=CC1)[C@]1(C(N(CC1)CC(F)(F)F)=O)O